naphthyridine-7-carboxylate N1=CC=CC2=CC=C(N=C12)C(=O)[O-]